(2S,4R)-1-(2-(3-acetyl-5-(2-(hydroxymethyl)pyrimidin-5-yl)-1H-indazol-1-yl)acetyl)-N-(6-bromopyridin-2-yl)-4-fluoropyrrolidine-2-carboxamide C(C)(=O)C1=NN(C2=CC=C(C=C12)C=1C=NC(=NC1)CO)CC(=O)N1[C@@H](C[C@H](C1)F)C(=O)NC1=NC(=CC=C1)Br